FC=1C=C(C=CC1)C1=C(C=CC(=C1)OC1CCC(CC1)C1CCNCC1)CCNC(C)=O N-(2-(3'-fluoro-5-((4-(piperidin-4-yl)cyclohexyl)oxy)-[1,1'-biphenyl]-2-yl)ethyl)acetamide